C(C=CC(=O)O)(=O)O.[Zn] zinc butenedioic acid